8-(benzo[D]oxazol-2-yl)-7-hydroxy-2H-benzopyran-2-one O1C(=NC2=C1C=CC=C2)C2=C(C=CC=1C=CC(OC12)=O)O